C(#N)C1=CSC2=C1C=CC=C2F 3-cyano-7-fluoro-benzothiophen